2-methylbenzyl (1-(2-cyanopyrimidin-4-yl)cyclohexyl)carbamate C(#N)C1=NC=CC(=N1)C1(CCCCC1)NC(OCC1=C(C=CC=C1)C)=O